tert-butyl 3-(6-chloro-3-methyl-pyridazin-4-yl)azetidine-1-carboxylate ClC1=CC(=C(N=N1)C)C1CN(C1)C(=O)OC(C)(C)C